2-(aminomethyl)-3-benzyl-1-ethyl-6-methoxy-1H-1,3-benzodiazol-3-ium bromide [Br-].NCC1=[N+](C2=C(N1CC)C=C(C=C2)OC)CC2=CC=CC=C2